2-(2-(3-phenoxyphenyl)-1,2,3,4-tetrahydroisoquinolin-6-yl)cyclopropane-1-carboxylic acid O(C1=CC=CC=C1)C=1C=C(C=CC1)N1CC2=CC=C(C=C2CC1)C1C(C1)C(=O)O